7-(3,3-difluoro-4-methylpyrrolidin-1-yl)-5-(2,4-dimethoxypyrimidin-5-yl)-3-fluoropyrazolo[1,5-a]pyrimidine FC1(CN(CC1C)C1=CC(=NC=2N1N=CC2F)C=2C(=NC(=NC2)OC)OC)F